Cl.NC1=CC=C(C=C1)C1=CC=C(S1)CN1C(NN=C1)=O 4-[5-(4-aminophenyl)thiophen-2-yl]methyl-2,4-dihydro-3H-1,2,4-triazol-3-one hydrochloride